tert-butyl (S)-4-(3-amino-2-chloro-5-cyanophenyl)-3-methylpiperazine-1-carboxylate NC=1C(=C(C=C(C1)C#N)N1[C@H](CN(CC1)C(=O)OC(C)(C)C)C)Cl